5-[2-isopropyl-6-[4-[(4-piperazin-1-ylphenyl)methyl]piperazin-1-yl]-3-pyridyl]-1,3-dimethyl-pyridin-2-one C(C)(C)C1=NC(=CC=C1C=1C=C(C(N(C1)C)=O)C)N1CCN(CC1)CC1=CC=C(C=C1)N1CCNCC1